C[C@H]1CNC[C@@H](O1)C (2S,6S)-2,6-dimethylmorpholine